C(C(=C)C)(=O)OCCOC(C1=CC=C(C=C1)I)=O 2-[4'-iodobenzoyloxy]ethyl methacrylate